COC(=O)C=1C=CC(=C2C=NN(C12)C1(COC1)C1=CC=C(C=C1)Br)C#CC 1-(3-(4-bromophenyl)oxetan-3-yl)-4-(propane-1-yn-1-yl)-1H-Indazole-7-carboxylic acid methyl ester